FS(C=1C=C(C=C(C1)C(F)(F)F)C1=NN(C=N1)\C=C/C(=O)NNC(C(C)(C)C)=O)(F)(F)(F)F (Z)-3-(3-(3-(pentafluoro-sulfaneyl)-5-(trifluoromethyl)phenyl)-1H-1,2,4-triazol-1-yl)-N'-pivaloyl-acrylohydrazide